C(=O)OC(C=CCCCC(CCCCCCC)=O)=O.C[C@@H](C=O)CC1=CC=C(C=C1)C |r| (+-)-2-Methyl-3-(4-methylphenyl)propanal formyl-7-oxo-11E-tetradecenoate